Tert-butyl (E)-(1-((2-(((4-(3,5-bis(methoxy-d3)styryl-d6)phenoxy)carbonyl) oxy)ethyl)amino)-1-oxo-3-phenylpropan-2-yl)carbamate C(OC1(C(C(/C(=C(/C2=CC=C(OC(=O)OCCNC(C(CC3=CC=CC=C3)NC(OC(C)(C)C)=O)=O)C=C2)\[2H])/[2H])(C=C(C1)OC([2H])([2H])[2H])[2H])([2H])[2H])[2H])([2H])([2H])[2H]